BrCC(=O)C1C(C1)OC 2-bromo-1-(2-methoxycyclopropyl)ethan-1-one